(2S)-1,4-dioxan-2-ylmethyl-methanesulfonic acid O1[C@H](COCC1)CCS(=O)(=O)O